N1(CCC1)C(C(=O)O)(C(O)(C(=O)O)CC(=O)O)C=1C=C(C=2N(C1)C(=C(N2)C)C)NCC2=C(C=CC=C2C)C azetidin-1-yl{8-[(2,6-dimethylbenzyl)amino]-2,3-dimethylimidazo[1,2-a]pyridine-6-yl}Citric acid